2-((1,1-dioxotetrahydro-2H-thiopyran-4-yl)carbamoyl)thiazole-4-carboxylic acid O=S1(CCC(CC1)NC(=O)C=1SC=C(N1)C(=O)O)=O